1-acetyl-3-((4-iodophenyl)sulfonyl)methyl-3-methyl-5-phenyl-1,3-dihydro-2H-pyrrol-2-one C(C)(=O)N1C(C(C=C1C1=CC=CC=C1)(C)CS(=O)(=O)C1=CC=C(C=C1)I)=O